FC=1C=C(C=CC1F)[C@H]1[C@@H](C1)NC=1C2=C(N=C(N1)C1=CC=C(C=C1)F)SC(=C2)C(F)(F)F N-((1R,2S)-2-(3,4-difluorophenyl)cyclopropyl)-2-(4-fluorophenyl)-6-(trifluoromethyl)thieno[2,3-d]pyrimidin-4-amine